ClC=1C=NC=C(C1[C@@H](C)OC=1C=C2C(=NNC2=CC1)C(=O)NC=1C=NN(C1)CC1CN(C1)CC)Cl (R)-5-(1-(3,5-dichloropyridin-4-yl)ethoxy)-N-(1-((1-ethylazetidin-3-yl)methyl)-1H-pyrazol-4-yl)-1H-indazole-3-carboxamide